3-[[8-dimethylamino-1-[(1-hydroxy-cyclobutyl)-methyl]-2-oxo-8-phenyl-1,3-diazaspiro[4.5]decan-3-yl]-methyl]-benzamide CN(C1(CCC2(CN(C(N2CC2(CCC2)O)=O)CC=2C=C(C(=O)N)C=CC2)CC1)C1=CC=CC=C1)C